CN(C=1C2=C(N=C(N1)N1CC(C1)OC(C1=CC(=CC=C1)S(=O)(=O)C(C)C)=O)CC[S+]2[O-])C2CCOCC2 [1-[4-[Methyl(tetrahydropyran-4-yl)amino]-5-oxido-6,7-dihydrothieno[3,2-d]pyrimidin-5-ium-2-yl]azetidin-3-yl]-3-isopropylsulfonylbenzoat